C(CCCCC)C(C(=O)O)(C)C.CC(C(=O)OCCCCCC)C hexyl 2-methylpropanoate (HEXYL ISOBUTYRATE)